8-(2-ethoxyvinyl)-6-fluoroisoquinoline C(C)OC=CC=1C=C(C=C2C=CN=CC12)F